ClC=1C(=C(C(=CC1)N1N=NN=C1)C1=CC(N2[C@@H](CCC2C1)C(=O)O)=O)F (S)-7-(3-chloro-2-fluoro-6-(1H-tetrazol-1-yl)phenyl)-5-oxo-1,2,3,5,8,8a-hexahydroindolizine-3-carboxylic acid